S1C(CCC2=CC=CC=C12)C=CC(=O)Cl thiochromanAcryloyl chloride